1-(3-chlorobenzyl)-3-(1-(2-((2-chlorophenyl)amino)pyrimidin-4-yl)-1H-pyrazol-4-yl)urea ClC=1C=C(CNC(=O)NC=2C=NN(C2)C2=NC(=NC=C2)NC2=C(C=CC=C2)Cl)C=CC1